N-hydroxy-3-methyl-2-oxopyrrolidine-3-carboxamide ONC(=O)C1(C(NCC1)=O)C